N1(C(CC1)C(=O)OC)C(=O)OC(C)(C)C 1-tert-butyl 2-methyl azetidine-1,2-dicarboxylate